6-(4-aminophenyl)-1,3,5-triazine-2,4-diamine NC1=CC=C(C=C1)C1=NC(=NC(=N1)N)N